FC=1C=C(C=CC1F)[C@H]1[C@@H](CN(C1)CCOC)NC(=O)NC1=CC(=NN1C1=CC=CC=C1)C=1C=NN(C1)C 1-((3S,4R)-4-(3,4-difluorophenyl)-1-(2-methoxyethyl)pyrrolidin-3-yl)-3-(1'-methyl-1-phenyl-1H,1'H-3,4'-bipyrazol-5-yl)urea